2-(4-chlorophenyl)-1-(difluoromethyl)-1,2,3,4-tetrahydroisoquinoline ClC1=CC=C(C=C1)N1C(C2=CC=CC=C2CC1)C(F)F